3-morpholinoquinoxaline O1CCN(CC1)C=1C=NC2=CC=CC=C2N1